bis(2,4,5-trichloro-6-carbopentoxyphenyl) oxalate C(C(=O)OC1=C(C=C(C(=C1C(=O)OCCCCC)Cl)Cl)Cl)(=O)OC1=C(C=C(C(=C1C(=O)OCCCCC)Cl)Cl)Cl